Tertbutyl (S)-4-(6,7-dichloro-1-(2-isopropyl-4-methylpyridin-3-yl)-2-oxo-1,2-dihydropyrido[2,3-d]pyrimidin-4-yl)-3-methylpiperazine-1-carboxylate ClC1=CC2=C(N(C(N=C2N2[C@H](CN(CC2)C(=O)OC(C)(C)C)C)=O)C=2C(=NC=CC2C)C(C)C)N=C1Cl